N1N=NN=C1/C=C/CN1C(N(C2=NC(=NC=C12)N)[C@@H]1O[C@@H](C[C@H]1O)CO)=O ((E)-3-(1H-tetrazol-5-yl)allyl)-2-amino-9-((2R,3R,5S)-3-hydroxy-5-(hydroxymethyl)tetrahydrofuran-2-yl)-7,9-dihydro-8H-purin-8-one